2-chloro-6-methyl-3-aminophenol ClC1=C(C(=CC=C1N)C)O